((1R,2R)-1,2-dimethylcyclopropyl)(1-oxa-6-azaspiro[2.5]oct-6-yl)methanone C[C@@]1([C@@H](C1)C)C(=O)N1CCC2(CO2)CC1